ClC=1C(N(C(=CC1OC([2H])([2H])C1=NC=C(C=C1F)F)C)C1=CC(=NC=C1C)N1N=C(C(=C1)F)C(C)(C)NC(C)=O)=C=O N-(2-(1-(3-chloro-4-((3,5-difluoropyridin-2-yl)methoxy-d2)-5',6-dimethyl-2-carbonyl-2H-[1,4'-bipyridyl]-2'-yl)-4-fluoro-1H-pyrazol-3-yl)propan-2-yl)acetamide